5-(4-tert-butylphenyl)-4-phenyl-1,2,4-triazole C(C)(C)(C)C1=CC=C(C=C1)C=1N(C=NN1)C1=CC=CC=C1